ClC1=CC=C(C(=N1)N1N=C(C=C1C)C)C(C)=O 1-[6-chloro-2-(3,5-dimethylpyrazol-1-yl)-3-pyridyl]ethanone